5-[8-[(3S,4R)-3-hydroxytetrahydropyran-4-yl]-6,7-dihydropyridazino[4,3-b][1,4]oxazin-3-yl]-6-methyl-2,3-dihydrobenzofuran-4-ol O[C@@H]1COCC[C@H]1N1C2=C(OCC1)C=C(N=N2)C2=C(C=C1C(CCO1)=C2O)C